FC1=CC=CC2=C1N(C(O2)=O)CC(=O)O (4-fluoro-2-oxo-1,3-benzoxazol-3(2H)-yl)acetic acid